1-(3-fluoro-4-(5-(trifluoromethyl)-1,2,4-oxadiazol-3-yl)phenyl)-2-((1-methyl-1H-1,2,4-triazol-3-yl)methoxy)ethan-1-one FC=1C=C(C=CC1C1=NOC(=N1)C(F)(F)F)C(COCC1=NN(C=N1)C)=O